C(C1=CC=CC=C1)OC1=NC=C(C#N)C=C1 6-(benzyloxy)nicotinonitrile